1-(4-(((3R,5R,7R)-adamantan-1-yl)amino)phenyl)-2-benzyl-3-butyl-6-methoxy-3,4-dihydroisoquinolin-2-ium bromide [Br-].C12(CC3CC(CC(C1)C3)C2)NC2=CC=C(C=C2)C2=[N+](C(CC3=CC(=CC=C23)OC)CCCC)CC2=CC=CC=C2